C(C1=CC=CC=C1)C1=NC=2N(C=C(NC2CC2=C(C(=C(C(=C2[2H])[2H])[2H])[2H])[2H])C2=CC=C(C=C2)O)C1=O 2-benzyl-6-(4-hydroxyphenyl)-8-((2,3,4,5,6-pentadeuterophenyl)methyl)imidazo[1,2-a]pyrazin-3(7H)-one